FC1=CC=C(OCC2N(C3CC(C2C)C3)C(=O)C=3C=2N(C=C(N3)C)C=CN2)C=C1 3-[(4-fluorophenoxy)methyl]-4-methyl-2-{6-methylimidazo[1,2-a]pyrazine-8-carbonyl}-2-azabicyclo[3.1.1]heptane